FC(C)(F)C=1C=C(C=CC1)NC(=O)C=1C(=NC(=NC1)C1=CC(=C(C=C1)OC(F)F)C1=NC=CC=C1)C N-(3-(1,1-difluoroethyl)phenyl)-2-(4-(difluoromethoxy)-3-(pyridin-2-yl)phenyl)-4-methylpyrimidine-5-carboxamide